(3R)-4,4-Difluoro-1-(6-fluoro-1-((5-fluoro-2-pyridinyl)methyl)-1H-benzimidazol-2-yl)-3-piperidinamin FC1([C@@H](CN(CC1)C1=NC2=C(N1CC1=NC=C(C=C1)F)C=C(C=C2)F)N)F